C(C)N1C[C@@H](CCC1)N1C=C(C2=C1N=NC(=C2)C2=C(C=C(C=C2C)C(F)(F)F)O)C 2-{7-[(3R)-1-ethylpiperidin-3-yl]-5-methyl-7H-pyrrolo[2,3-c]pyridazin-3-yl}-3-methyl-5-(trifluoromethyl)phenol